(4-(benzofuran-4-yloxy)-2-chlorophenyl)(4-(((3R,6S)-6-(hydroxymethyl)tetrahydro-2H-pyran-3-yl)amino)-7H-pyrrolo[2,3-d]pyrimidin-5-yl)methanone O1C=CC2=C1C=CC=C2OC2=CC(=C(C=C2)C(=O)C2=CNC=1N=CN=C(C12)N[C@H]1CO[C@@H](CC1)CO)Cl